(S)-7-amino-5-bromo-2-(1-cyclopropylethyl)isoindolin-1-one Ethyl-(2-(methylamino)ethyl)carbamate C(C)N(C(O)=O)CCNC.NC=1C=C(C=C2CN(C(C12)=O)[C@@H](C)C1CC1)Br